(S)-2-(1-(5-chloro-4-ethoxypyridin-2-yl)ethyl)-5-((cyclopropyl(methyl)amino)methyl)-7-((2-(methylamino)-1H-imidazol-1-yl)methyl)-3,4-dihydroisoquinolin-1(2H)-one ClC=1C(=CC(=NC1)[C@H](C)N1C(C2=CC(=CC(=C2CC1)CN(C)C1CC1)CN1C(=NC=C1)NC)=O)OCC